N-{[5-chloro-6-(5-methoxy-2-pyrazinyl)-2-indolyl]methyl}difluoromethoxyacetamide ClC=1C=C2C=C(NC2=CC1C1=NC=C(N=C1)OC)CNC(COC(F)F)=O